ethyl 6-fluoro-8-formyl-4-carbonyl-4H-chromene-2-carboxylate FC=1C=C2C(C=C(OC2=C(C1)C=O)C(=O)OCC)=C=O